3-(2-fluorophenyl)-5-trifluoromethyl-1,3,4-oxadiazole FC1=C(C=CC=C1)N1COC(=N1)C(F)(F)F